amino-3-(trifluoromethyl)-[1,1'-biphenyl]-4-Carboxylic acid methyl ester COC(=O)C1=C(C(=C(C=C1)C1=CC=CC=C1)N)C(F)(F)F